3-[(3R)-3-[1-tetrahydropyran-2-yl-3-[1-(2-trimethylsilylethoxymethyl)pyrazol-4-yl]pyrazolo[3,4-c]pyridin-5-yl]oxybutoxy]propan-1-ol O1C(CCCC1)N1N=C(C=2C1=CN=C(C2)O[C@@H](CCOCCCO)C)C=2C=NN(C2)COCC[Si](C)(C)C